N1(CCCCCC1)CC1=CN=C(S1)CNC1=C2C(NC(=NC2=CC=C1)C)=O 5-(((5-(azepan-1-ylmethyl)thiazol-2-yl)methyl)amino)-2-methyl-4-oxoquinazolin